5-acetylamino-4-hydroxy-2,7-naphthalenedisulfonate disodium [Na+].[Na+].C(C)(=O)NC1=C2C(=CC(=CC2=CC(=C1)S(=O)(=O)[O-])S(=O)(=O)[O-])O